stearyl-dimethylbenzyl-ammonium chloride [Cl-].C(CCCCCCCCCCCCCCCCC)[N+](CC1=CC=CC=C1)(C)C